3-benzyl-1-(trans-4-((5-cyano-4-(1-methyl-2-oxo-2,3-dihydro-1H-benzimidazol-5-yl)pyrimidin-2-yl)amino)cyclohexyl)-1-(4-(1-methyl-1H-pyrazol-4-yl)phenyl)urea C(C1=CC=CC=C1)NC(N(C1=CC=C(C=C1)C=1C=NN(C1)C)[C@@H]1CC[C@H](CC1)NC1=NC=C(C(=N1)C1=CC2=C(N(C(N2)=O)C)C=C1)C#N)=O